CS(=O)(=O)OC1CCN(CC1)C(=O)[O-] 4-((methylsulfonyl)oxy)piperidine-1-carboxylate